(S)-1-(4-((4-((R)-2-acetoxy-3-(ethylsulfonyl)propoxy)-3,5-dichlorophenyl)sulfonyl)phenoxy)-3-chloropropan-2-yl acetate C(C)(=O)O[C@@H](COC1=CC=C(C=C1)S(=O)(=O)C1=CC(=C(C(=C1)Cl)OC[C@H](CS(=O)(=O)CC)OC(C)=O)Cl)CCl